C1(=CC=CC=C1)N1C(CCCC1=O)=O N-phenyl-glutarimide